C(C)(=O)OCCC(C)(C)S 3-MERCAPTO-3-METHYL-1-BUTYL ACETATE